4,4,5,5-tetramethyl-2-(3-(spiro[cyclohexane-1,9'-fluoren]-4'-yl)phenyl)-1,3,2-dioxaborolane CC1(OB(OC1(C)C)C1=CC(=CC=C1)C1=CC=CC=2C3(C4=CC=CC=C4C12)CCCCC3)C